C(C)OC(=O)N1CCN(CC1)[N+](=N[O-])[O-].C1(=CC=CC=C1)C1=C2C=CC=CC2=C(C2=CC=CC=C12)C1=CC=C(C=C1)N1C2=CC=CC=C2C=2C=CC=CC12 9-[4-(10-phenyl-9-anthracenyl)phenyl]-9H-carbazole 1-[4-(Ethoxycarbonyl)piperazin-1-yl]diazen-1-ium-1,2-diolate